2,4,6-tris(N-methylolamino)-1,3,5-triazine C(O)NC1=NC(=NC(=N1)NCO)NCO